ClC1=CC2=C(N(C=CN2C)C2CCNCC2)N=C1C 7-chloro-1,6-dimethyl-4-(piperidin-4-yl)-1,4-dihydropyrido[2,3-b]Pyrazine